BrC1=CC=C(C=C1)N(C1=CC=CC2=CC=CC=C12)C1=CC=CC2=CC=CC=C12 N-(4-bromophenyl)-N-(naphthalen-1-yl)naphthalen-1-amine